Indole-2(1H)-carboxamide N1C(=CC2=CC=CC=C12)C(=O)N